C(C)(C)(C)OC(=O)N1CCC(=CC1)C1=C(C=C(C=C1)NC(C1=CC=C(C=C1)CNC(=O)OC(C)(C)C)=O)C 4-{4-[4-(tert-butoxycarbonylamino-methyl)-benzoylamino]-2-methyl-phenyl}-3,6-dihydro-2H-pyridine-1-carboxylic acid tert-butyl ester